(±)-methyl 2-((3-(4-methoxyphenyl)-2-methylprop-1-en-1-yl)oxy)propanoate COC1=CC=C(C=C1)CC(=CO[C@@H](C(=O)OC)C)C |r|